(oxetan-2-ylmethyl)-3H-imidazo[4,5-c]Pyridine-6-carbonitrile O1C(CC1)CC1=NC2=C(C=NC(=C2)C#N)N1